(S)-5-((1-(6-chloro-2-oxo-1,2-dihydroquinolin-3-yl)ethyl)amino)-1-methyl-6-oxo-1,6-dihydropyrazine-2-carbonitrile ClC=1C=C2C=C(C(NC2=CC1)=O)[C@H](C)NC1=NC=C(N(C1=O)C)C#N